(Phenylquinazolinyl)indolocarbazole C1(=CC=CC=C1)C1=NC(=NC2=CC=CC=C12)C1=C2C(=CC=C1)N=C1C=CC3=C4C=CC=CC4=NC3=C12